NC=1C(=C(OC2=NC3=CC=CC(=C3C(N2C)=O)F)C(=CC1)F)Cl (3-amino-2-chloro-6-fluorophenoxy)-5-fluoro-3-methylquinazolin-4(3H)-one